(R)-N4-(3-chloro-4-(pyridin-2-ylmethoxy)phenyl)-7-((1,3-dimethylpyrrolidin-3-yl)ethynyl)quinazoline-4,6-diamine ClC=1C=C(C=CC1OCC1=NC=CC=C1)NC1=NC=NC2=CC(=C(C=C12)N)C#C[C@@]1(CN(CC1)C)C